COC=1C=CC=2N(C3=CC=C(C=C3C2C1)OC)C(=O)OC1=NC=CC=C1 2-pyridyl 3,6-dimethoxy-9H-carbazole-9-carboxylate